C(C)(=O)C1=C(C=C(C=C1)Cl)C=1C(=NN(C(C1)=O)C(C(=O)NC1=C(C(=O)O)C=CC=C1)CC=1C=C(C=CC1)C)OC (2-(4-(2-acetyl-5-chlorophenyl)-3-methoxy-6-oxopyridazine-1(6H)-yl)-3-(m-tolyl)propanamido)benzoic acid